2-(1-methyl-1H-indazol-3-yl)propan-2-amine CN1N=C(C2=CC=CC=C12)C(C)(C)N